ethyl 5-methoxy-1-(5-(methylsulfonyl) pyridin-2-yl)-1H-pyrazole-4-carboxylate COC1=C(C=NN1C1=NC=C(C=C1)S(=O)(=O)C)C(=O)OCC